ClC1=C(C=C(C=C1)C(CC#N)=O)F 3-(4-chloro-3-fluoro-phenyl)-3-oxo-propanenitrile